(S)-4-(2-fluorenylmethoxycarbonyl-amino-3-(4-(4-(tetrahydro-2H-pyran-4-yl)-2-oxopiperazin-1-yl)phenyl)propanamido)-1-t-butoxycarbonyl-indole-2-oic acid tert-butyl ester C(C)(C)(C)OC(=O)C=1N(C2=CC=CC(=C2C1)NC([C@H](C(C1=CC=C(C=C1)N1C(CN(CC1)C1CCOCC1)=O)N)C(=O)OCC1=CC=CC=2C3=CC=CC=C3CC12)=O)C(=O)OC(C)(C)C